9,9'-(3,6-bis(1-phenyl-1H-benzo[d]imidazol-2-yl)-1,2-phenylene)bis(3,6-dimethyl-9H-carbazole) C1(=CC=CC=C1)N1C(=NC2=C1C=CC=C2)C=2C(=C(C(=CC2)C2=NC1=C(N2C2=CC=CC=C2)C=CC=C1)N1C2=CC=C(C=C2C=2C=C(C=CC12)C)C)N1C2=CC=C(C=C2C=2C=C(C=CC12)C)C